2-(trifluoromethyl)-6-((S)-3-(((2r,3r,4r,5S)-3,4,5-tris(benzyloxy)-2-methylpiperidin-1-yl)methyl)piperidin-1-yl)pyridine FC(C1=NC(=CC=C1)N1C[C@@H](CCC1)CN1[C@@H]([C@H]([C@@H]([C@H](C1)OCC1=CC=CC=C1)OCC1=CC=CC=C1)OCC1=CC=CC=C1)C)(F)F